2-(3-(benzyloxy)propyl)-1-(4-methoxybenzyl)-1H-imidazo[4,5-d]thieno[3,2-b]pyridine C(C1=CC=CC=C1)OCCCC1=NC=2C(=C3C(=NC2)C=CS3)N1CC1=CC=C(C=C1)OC